[[2-(1-benzylpyridin-1-ium-3-yl)acetyl]amino]ammonium diformate C(=O)[O-].C(=O)[O-].C(C1=CC=CC=C1)[N+]1=CC(=CC=C1)CC(=O)N[NH3+]